C(C)(C)(C)OC(=O)N[C@H](C(=O)O)C1CCC(CC1)C (2S)-2-(tert-butoxycarbonylamino)-2-(4-methylcyclohexyl)acetic acid